2,6-bis(isocyanatomethyl)decalin N(=C=O)CC1CC2CCC(CC2CC1)CN=C=O